3,7-dimethyl-7-methoxy-2-octanol CC(C(C)O)CCCC(C)(OC)C